ClC=1C(=C(CN2CCC(CC2)(C(=O)O)CC2=NC(=CC=C2Cl)NC2=NNC(=C2)C)C=CC1)F 1-(3-chloro-2-fluorobenzyl)-4-((3-chloro-6-((5-methyl-1H-pyrazol-3-yl)amino)pyridin-2-yl)methyl)piperidine-4-carboxylic acid